C(C)(C)(C)OC(=O)N1CC2(C1)CC(C2)C(C=2N=NC(=CC2)C(F)(F)F)(F)F 6-[difluoro-[6-(trifluoromethyl)pyridazin-3-yl]methyl]-2-azaspiro[3.3]heptane-2-carboxylic acid tert-butyl ester